D-3-bromo-5-((5-methyl-1-(tetrahydro-2H-pyran-2-yl)-1H-indazol-4-yl)oxy)pyridin-4-amine BrC=1C=NC=C(C1N)OC1=C2C=NN(C2=CC=C1C)C1OCCCC1